ClC1=C(C(=CC=C1F)F)NC(=O)NC1=CC(=C(C=C1)C1=C2CNC(C2=C(C=C1)C=1NC(=CN1)C)=O)F 1-(2-chloro-3,6-difluorophenyl)-3-(3-fluoro-4-(7-(5-methyl-1H-imidazol-2-yl)-1-oxoisoindolin-4-yl)phenyl)urea